[Cl-].CC=1N=NC(=CC1CCCOC[C@H]1[NH2+]CC[C@@H]1C1=CC=C(C=C1)CCCCCCCC)C1=NC=CC=N1 (2S,3R)-2-((3-(3-methyl-6-(pyrimidin-2-yl)pyridazin-4-yl)propoxy)methyl)-3-(4-octylphenyl)pyrrolidin-1-ium chloride